lithium bis((perfluoropropyl)sulfonyl)amide FC(C(C(F)(F)F)(F)F)(S(=O)(=O)[N-]S(=O)(=O)C(C(C(F)(F)F)(F)F)(F)F)F.[Li+]